N1CC[C@H]([C@]12COCC2)C2=CC=1C(=NC=CC1NC=1C(=CC3=C(N=CS3)C1)F)S2 N-(2-((4R,5R)-7-oxa-1-azaspiro[4.4]nonan-4-yl)thieno[2,3-b]pyridin-4-yl)-6-fluorobenzo[d]thiazol-5-amine